N-((5,7-dichloro-6-((5-methylisoxazol-3-yl)methoxy)-1H-indol-2-yl)methyl)-1-methylcyclopropane-1-carboxamide ClC=1C=C2C=C(NC2=C(C1OCC1=NOC(=C1)C)Cl)CNC(=O)C1(CC1)C